C[Si](C)(C)N(CCC)CCC trimethylsilyl-di-n-propylamine